(Z)-3-fluoro-4-(4-(3-fluorophenyl)-6-(trifluoromethyl)-1H-benzo[d]imidazol-1-yl)but-2-en-1-amine hydrochloride Cl.F\C(=C/CN)\CN1C=NC2=C1C=C(C=C2C2=CC(=CC=C2)F)C(F)(F)F